CCCCCCCCCCCCCC(=O)OC[C@H](COP(=O)(O)OC[C@H](CO)O)OC(=O)CCCCCCCCC/C=C\CCCCCCCC 1-tetradecanoyl-2-(11Z-eicosenoyl)-glycero-3-phospho-(1'-sn-glycerol)